5-amino-1-cyclopentyl-3-[2,3-difluoro-4-[[(2-methoxybenzoyl)amino]methyl]phenyl]pyrazole-4-carboxamide NC1=C(C(=NN1C1CCCC1)C1=C(C(=C(C=C1)CNC(C1=C(C=CC=C1)OC)=O)F)F)C(=O)N